Nonen-1-al tert-butyl-6-((1-(3-(2,6-bis(benzyloxy)pyridin-3-yl)-1-methyl-1H-indazol-6-yl)piperidin-4-yl)methyl)-2,6-diazaspiro[3.3]heptane-2-carboxylate C(C)(C)(C)OC(=O)N1CC2(C1)CN(C2)CC2CCN(CC2)C2=CC=C1C(=NN(C1=C2)C)C=2C(=NC(=CC2)OCC2=CC=CC=C2)OCC2=CC=CC=C2.C(C=CCCCCCC)=O